1-(iodomethyl)naphthalene ICC1=CC=CC2=CC=CC=C12